Methyl 6-O-Triphenylmethyl-α-D-mannopyranoside C1(=CC=CC=C1)C(OC[C@@H]1[C@H]([C@@H]([C@@H]([C@@H](OC)O1)O)O)O)(C1=CC=CC=C1)C1=CC=CC=C1